glycine-potassium salt [K+].NCC(=O)[O-]